1-(1-(2-(azaspiro[3.5]nonan-7-yl)azetidin-3-yl)piperidin-4-yl)-3-(4-phenoxyphenyl)-1H-pyrazolo[3,4-d]pyrimidin-4-amine hydrochloride Cl.N1CCC12CCC(CC2)C2NCC2N2CCC(CC2)N2N=C(C=1C2=NC=NC1N)C1=CC=C(C=C1)OC1=CC=CC=C1